OC(C)(C)C1=C(C=CC(=C1)OC1=CC(=CC=C1)C(F)(F)F)NC1=NC=NC2=CC(=C(C=C12)NS(=O)(=O)CC)OC N-(4-((2-(2-hydroxypropan-2-yl)-4-(3-(trifluoromethyl)Phenoxy)phenyl)amino)-7-methoxyquinazolin-6-yl)ethanesulfonamide